(S)-1-tert-butyl 2-methylpiperazine-1,2-dicarboxylate C[C@@]1(N(CCNC1)C(=O)OC(C)(C)C)C(=O)[O-]